CN(C)CC1CCC(CC1)[N+]1=NOC(=C1)[N-]C(NC1=CC(=CC(=C1)C(F)(F)F)NC(CC1=C(C(=CC=C1)C)C)=O)=O (3-((1R,4R)-4-((Dimethylamino)methyl)-cyclohexyl)-1,2,3-oxadiazol-3-ium-5-yl)((3-(2-(2,3-dimethylphenyl)acetamido)-5-(trifluoromethyl)phenyl)carbamoyl)amide